5-(4-fluorobenzoyl)amino-3-(1,2,3,4,5,8-hexahydroindolizin-7-yl)pyrrolo[3,2-b]pyridine fumarate C(\C=C\C(=O)O)(=O)O.FC1=CC=C(C(=O)NC2=CC=C3C(=N2)C(=CN3)C3=CCN2CCCC2C3)C=C1